2-bromo-N-(4-chloro-5-methylisoxazol-3-yl)-N-((2-(trimethylsilyl)ethoxy)methyl)Benzenesulfonamide BrC1=C(C=CC=C1)S(=O)(=O)N(COCC[Si](C)(C)C)C1=NOC(=C1Cl)C